C(C)(C)(C)OC(=O)N1CCC(CC1)CCC(=O)O 3-(1-tert-butoxycarbonyl-4-piperidyl)propanoic acid